2-methoxyethyl (2R,5R)-3-((3-fluoro-4-hydroxyphenyl)sulfonyl)-2-(((tetrahydro-2H-pyran-2-yl)oxy)carbamoyl)-3,8-diazabicyclo[3.2.1]octane-8-carboxylate FC=1C=C(C=CC1O)S(=O)(=O)N1[C@H](C2CC[C@H](C1)N2C(=O)OCCOC)C(NOC2OCCCC2)=O